6-(1-hydroxycyclobutyl)quinoline-4-carboxylic acid methyl ester COC(=O)C1=CC=NC2=CC=C(C=C12)C1(CCC1)O